COC(=O)C1=CC(=C2C=CN=CC2=C1)OC 5-methoxyisoquinoline-7-carboxylic acid methyl ester